Dimethyl-dodecyl-amine oxide C[N+](CCCCCCCCCCCC)(C)[O-]